(1r,2s,5s)-6,6-dimethyl-3-azabicyclo-[3.1.0]hexane-2-carboxylic acid methyl ester hydrochloride Cl.COC(=O)[C@@H]1[C@H]2C([C@H]2CN1)(C)C